C(C)(=O)NC1=CC=C(N(C)C)C=C1 4-acetamido-N,N-dimethylaniline